S(=O)(=O)(C1=CC=CC=2C(N(C)C)=CC=CC12)N1[C@@H](CCC1)C(=O)O dansyl-proline